O(S(=O)(=O)C(F)(F)F)[Si](C)(C)C TRIMETHYLSILYL TRIFLATE